6-(2-fluoroethoxy)quinazolin-4-amine FCCOC=1C=C2C(=NC=NC2=CC1)N